OC(C)C12CC(C1)(C2)NC(OC(C)(C)C)=O tert-butyl (3-(1-hydroxyethyl)bicyclo[1.1.1]pentan-1-yl)carbamate